FC(C(F)(F)F)(C1=CC=C(C(=O)N)C=C1)F 4-(pentafluoroethyl)benzamide